C1(=CC=CC=C1)C1=CC=CC2=C1[Se]C1=C2C=CC=C1 4-phenyldibenzo[b,d]selenophen